C(=O)(O)CNCCC(=O)O 3-(carboxymethylamino)propionic acid